FC1=C(C=CC(=C1)F)[C@](C(F)(F)C1=CC=C(C=N1)C1=CC=C(C=C1)N1CCN(CC1)C=1C=CC(=NC1)C(CC)O)(CN1N=NN=C1)O 1-(5-(4-(4-(6-((R)-2-(2,4-difluorophenyl)-1,1-difluoro-2-hydroxy-3-(1H-tetrazol-1-yl)propyl)pyridin-3-yl)phenyl)piperazin-1-yl)pyridin-2-yl)propan-1-ol